C(C1=CC=CC=C1)OC(=O)N1C2C3=CC(=CC=C3C(CC1)C2)Cl 5-Chloro-9-aza-tricyclo[6.3.1.02,7]dodeca-2,4,6-triene-9-carboxylic acid benzyl ester